8-acetyl-6-methyl-2-(4-methyl-1-piperidyl)chromen-4-one C(C)(=O)C=1C=C(C=C2C(C=C(OC12)N1CCC(CC1)C)=O)C